C[Si](C)(C)C1=C(C(=C(C(=C1[Si](C)(C)C)[Si](C)(C)C)[Si](C)(C)C)[Si](C)(C)C)[Si](C)(C)C hexa(trimethylsilyl)benzene